(R)-1-(3-(1-((7-(ethoxy-d5)-6-(2-methoxyethoxy)-2-methylquinazolin-4-yl)amino)ethyl)-2-fluorophenyl)-1,1-difluoro-2-methylpropan-2-ol C(C([2H])([2H])[2H])(OC1=C(C=C2C(=NC(=NC2=C1)C)N[C@H](C)C=1C(=C(C=CC1)C(C(C)(O)C)(F)F)F)OCCOC)([2H])[2H]